ClC1=C(C=CC=C1)S(=O)(=O)NC1=C(C=C(C=C1)C=1C=C2C=NC(=NC2=C(C1)CC)N[C@@H]1CNCCC1)F (S)-2-chloro-N-(4-(8-ethyl-2-(piperidin-3-ylamino)quinazolin-6-yl)-2-fluorophenyl)benzenesulfonamide